2-(7-(4-chlorophenyl)-2-methyl-3-oxo-9-(trifluoromethyl)-3,5-dihydro-2H-benzo[c]pyrido[3,4-e]azepin-5-yl)-N-ethylacetamide ClC1=CC=C(C=C1)C1=NC(C=2C(C3=C1C=C(C=C3)C(F)(F)F)=CN(C(C2)=O)C)CC(=O)NCC